silver-bismuth nitrate [N+](=O)([O-])[O-].[Bi+3].[Ag+].[N+](=O)([O-])[O-].[N+](=O)([O-])[O-].[N+](=O)([O-])[O-]